tris(4-tert-butyl-3-hydroxy-2,6'-dimethylbenzyl)-s-triazine-2,4,6(1H,3H,5H)trione C(C)(C)(C)C1=C(C(=C(CN2C(N(C(N(C2=O)CC2=C(C(=C(C=C2C)C(C)(C)C)O)C)=O)CC2=C(C(=C(C=C2C)C(C)(C)C)O)C)=O)C(=C1)C)C)O